C(C1=CC=CC=C1)(=O)OCC1=CC=C(C=C1)C1=C(N(C2=CC(=CC(=C12)OCC1=CC=CC=C1)F)C1=CC=C(C=C1)F)C(CO)(C)C 4-[4-benzyloxy-6-fluoro-1-(4-fluorophenyl)-2-(2-hydroxy-1,1-dimethyl-ethyl) indol-3-yl]Benzyl benzoate